methyl (Z)-2-cyclopropyl-2-(2-(2-ethoxy-2-oxoethyl)hydrazono)acetate C1(CC1)/C(/C(=O)OC)=N/NCC(=O)OCC